C(C)[Si](C=1SC(=CC1)[Si](CC)(CC)CC)(CC)CC 2,5-bis(triethylsilyl)thiophene